(3,6-dihydro-2H-pyran-4-yl)-4-methoxy-2H-indazole-7-carboxylic acid methyl ester COC(=O)C1=CC=C(C2=CN(N=C12)C=1CCOCC1)OC